(1R,2R,3R)-N-[7-chloro-6-[4-((3S,4S)-4-hydroxy-3-methyl-tetrahydrofuran-3-yl)piperazin-1-yl]-3-isoquinolyl]-2-ethyl-3-(1-methylpyrazol-3-yl)cyclopropanecarboxamide ClC1=C(C=C2C=C(N=CC2=C1)NC(=O)[C@@H]1[C@@H]([C@H]1C1=NN(C=C1)C)CC)N1CCN(CC1)[C@]1(COC[C@H]1O)C